FC1=C(C=C(C(=C1)N1C[C@H](N([C@H](C1)C)C)C)NC(=O)C1=CNC(C=C1C(F)(F)F)=O)C=1C=C(C=NC1)NC(OCC1=CC=CC=C1)=O benzyl N-[5-[2-fluoro-5-[[6-oxo-4-(trifluoromethyl)-1H-pyridine-3-carbonyl]amino]-4-[(3R-5S)-3,4,5-trimethylpiperazin-1-yl]phenyl]pyridin-3-yl]carbamate